4-amino-6-methyl-1,3-dimethylquinolin-2(1H)-one NC1=C(C(N(C2=CC=C(C=C12)C)C)=O)C